C(#N)CC1CCN(CC1)C=1N=C(C2=C(C=NNC2=O)N1)NC1=CC=C(C=C1)N1CCN(CC1)C(C(=O)O)(C)C 2-(4-(4-((2-(4-(cyanomethyl)piperidin-1-yl)-5-oxo-5,6-dihydropyrimido[4,5-d]pyridazin-4-yl)amino)phenyl)piperazin-1-yl)-2-methylpropanoic acid